N1(COC(CC1)C(=O)OCC)C(=O)OC(C)(C)C 1-(tert-butyl) 4-ethyl 3-oxapiperidine-1,4-dicarboxylate